4-(2-{6-[({bicyclo[1.1.1]pentan-1-ylmethyl}amino)methyl]-1-oxo-3H-isoindol-2-yl}-6-cyclopropylpyridin-4-yl)-3-(4-methyl-1,2,4-triazol-3-yl)benzonitrile C12(CC(C1)C2)CNCC2=CC=C1CN(C(C1=C2)=O)C2=NC(=CC(=C2)C2=C(C=C(C#N)C=C2)C2=NN=CN2C)C2CC2